(1R,3s)-3-((S)-6-(3-(difluoro-methoxy)-5-fluorophenyl)-4-((3-(trifluoromethyl)phenyl)-sulfonyl)-3,4-dihydro-2H-benzo[b][1,4]-oxazin-2-yl)cyclobutane FC(OC=1C=C(C=C(C1)F)C1=CC2=C(O[C@H](CN2S(=O)(=O)C2=CC(=CC=C2)C(F)(F)F)C2CCC2)C=C1)F